tert-butyl N-[4-chloro-3-[[5-[2-(3-fluorophenyl) ethynyl]-3-methyl-2-pyridyl]carbamoyl] phenyl]carbamate ClC1=C(C=C(C=C1)NC(OC(C)(C)C)=O)C(NC1=NC=C(C=C1C)C#CC1=CC(=CC=C1)F)=O